1-(4-(4-AMINO-7-CYCLOPROPYL-7H-PYRROLO[2,3-D]PYRIMIDIN-5-YL)-2-FLUOROPHENYL)-3-(4-((3-(DIMETHYLAMINO)PYRROLIDIN-1-YL)METHYL)-3-(TRIFLUOROMETHYL)PHENYL)UREA NC=1C2=C(N=CN1)N(C=C2C2=CC(=C(C=C2)NC(=O)NC2=CC(=C(C=C2)CN2CC(CC2)N(C)C)C(F)(F)F)F)C2CC2